4-chloro-3-(2-fluoro-7-azabicyclo[2.2.1]heptan-7-yl)-1H-indazole ClC1=C2C(=NNC2=CC=C1)N1C2C(CC1CC2)F